C(=O)C1=CC=C(C2=CC=CC=C12)C1=NC(=NO1)C=1C=CC(=C(C#N)C1)OC(C)C 5-(5-(4-formylnaphthalen-1-yl)-1,2,4-oxadiazol-3-yl)-2-isopropoxybenzonitrile